1,4-dibromo-2,3-butanedione BrCC(C(CBr)=O)=O